C(C)N1C2=C([C@@H]([C@@H](C1=O)NC(=O)C1=NC(=CC=C1)C(F)(F)F)C1=CC=C(C=C1)F)C(=NN2C2=CC=CC=C2)C N-[(4S,5S)-7-ethyl-4-(4-fluorophenyl)-3-methyl-6-oxo-1-phenyl-1H,4H,5H,6H,7H-pyrazolo[3,4-b]pyridin-5-yl]-6-(trifluoromethyl)pyridine-2-carboxamide